FC=1C=C2C(=C(NC2=C(C1)F)C1=CC=C(C=C1)F)C[C@@H](C(=O)N[C@@H]1C(NC[C@H]1O)=O)C (2S)-3-[5,7-difluoro-2-(4-fluorophenyl)-1H-indol-3-yl]-N-[(3S,4R)-4-hydroxy-2-oxo-pyrrolidin-3-yl]-2-methyl-propionamide